Ethyl 3-(4-methoxybenzoyl)-6,8-dimethylindolizine-1-carboxylate COC1=CC=C(C(=O)C2=CC(=C3C(=CC(=CN23)C)C)C(=O)OCC)C=C1